C(CC)C1=C2C=CC=NC2=C(C=C1)S(=O)(=O)NC1=C(C=CC=C1)C#CC=1C=CC(=NC1)C(=O)O 5-{2-[2-(5-propylquinoline-8-sulfonamido)phenyl]ethynyl}pyridine-2-carboxylic acid